2,2-Difluoroethylacetate FC(COC(C)=O)F